N,2-dimethyl-N-(oxetan-3-yl)benzAmide CN(C(C1=C(C=CC=C1)C)=O)C1COC1